2-Chloro-N-((1-(1-phenoxycyclopentane-1-carbonyl)piperidin-4-yl)methyl)acetamide ClCC(=O)NCC1CCN(CC1)C(=O)C1(CCCC1)OC1=CC=CC=C1